N-{1-[(4-{3-[(3-fluoro-2-methoxyphenyl)amino]-4-oxo-1H,5H,6H,7H-pyrrolo[3,2-c]pyridin-2-yl}pyridin-3-yl)oxy]-2-methylpropan-2-yl}but-2-ynamide FC=1C(=C(C=CC1)NC1=C(NC2=C1C(NCC2)=O)C2=C(C=NC=C2)OCC(C)(C)NC(C#CC)=O)OC